N1=C(C=CC=C1)C=1C(=C(C(=C(C1N1C2=CC=CC=C2C=2C=CC=CC12)N1C2=CC=CC=C2C=2C=CC=CC12)C1=NC=CC=C1)N1C2=CC=CC=C2C=2C=CC=CC12)N1C2=CC=CC=C2C=2C=CC=CC12 9,9',9'',9'''-(3,6-di(pyridin-2-yl)benzene-1,2,4,5-tetrayl)tetrakis(9H-carbazole)